Tri(2-propylheptyl)cyclohexan C(CC)C(CC1C(CCCC1)(CC(CCCCC)CCC)CC(CCCCC)CCC)CCCCC